(2S)-2-hydroxy-3-methyl-N-[(1S)-1-methyl-2-oxo-2-[[(1S)-2,3,4,5-tetrahydro-3-methyl-2-oxo-1H-3-benzazepin-1-yl]amino]ethyl]-butyramide O[C@H](C(=O)N[C@H](C(N[C@@H]1C(N(CCC2=C1C=CC=C2)C)=O)=O)C)C(C)C